COC1=NC=CC(=C1)NC=1C(=NC(=C(N1)NC)C=1C2=C(C=NC1)N(C=N2)C)C(=O)N 3-[(2-Methoxy-4-pyridyl)amino]-5-(methylamino)-6-(3-methylimidazo[4,5-c]pyridin-7-yl)pyrazin-2-carboxamid